O=C1[C@@]2(C=3C(=NC=CC3)N1)CCC1=C(C=C(O1)C(=O)O)C2 (S)-2'-Oxo-1',2',6,7-tetrahydro-4H-spiro[benzofuran-5,3'-pyrrolo[2,3-b]pyridine]-2-carboxylic acid